(2-(4-chlorophenyl)pyrazolo[1,5-a]pyrimidin-6-yl)(5-cyano-2-hydroxyphenyl)methanone ClC1=CC=C(C=C1)C1=NN2C(N=CC(=C2)C(=O)C2=C(C=CC(=C2)C#N)O)=C1